4-(6-(4-((5-fluoropyridin-2-yl)oxy)piperidin-1-yl)pyridin-3-yl)-6-(2-hydroxy-2-methylpropoxy)pyrazolo[1,5-a]pyridine-3-carbonitrile FC=1C=CC(=NC1)OC1CCN(CC1)C1=CC=C(C=N1)C=1C=2N(C=C(C1)OCC(C)(C)O)N=CC2C#N